C1C2N(CC1)CC=C2C#N 2,3,5,7A-tetrahydro-1H-pyrrolo[1,2-A]pyrrole-7-carbonitrile